CC1(CC(C(N1)=O)CC(C=O)NC([C@H](CC(C)C)NC(OC(C(C)(C)C1=CC(=CC=C1)Cl)C1=CC=CC=C1)=O)=O)C 2-(3-chlorophenyl)-2-methyl-1-phenylpropyl ((2S)-1-((1-(5,5-dimethyl-2-oxopyrrolidin-3-yl)-3-oxopropan-2-yl)amino)-4-methyl-1-oxopentan-2-yl)carbamate